6-(1-methyl-1H-pyrazol-4-yl)-2,3-dihydro-1H-quinolin-4-one CN1N=CC(=C1)C=1C=C2C(CCNC2=CC1)=O